COC1=C(C=C(C=C1)C=1C(C(OC1)(C)C)=O)OCCCOC 4-(4-methoxy-3-(3-methoxypropoxy)phenyl)-2,2-dimethylfuran-3(2H)-one